tert-butyl (6S,7S)-7-amino-6-[[2-fluoro-3-(3-fluorophenyl) phenyl] methyl]-5-azaspiro[2.4]heptane-5-carboxylate N[C@@H]1[C@@H](N(CC12CC2)C(=O)OC(C)(C)C)CC2=C(C(=CC=C2)C2=CC(=CC=C2)F)F